FC(C1C(NC2=CC=CC=C2N1C)=O)F 3-(difluoromethyl)-4-methyl-3,4-dihydroquinoxalin-2(1H)-one